ClC1=NC(=C2N=CN(C2=N1)C1=NC=C(C=C1)F)NN 2-Chloro-9-(5-fluoropyridin-2-yl)-6-hydrazinyl-9H-purine